O.Cl.Cl.OC1=C(C(=NN1C1=CC=CC=C1)C)C1OCC=2C=NC(=C(C21)O)C.OC2=C(C(=NN2C2=CC=CC=C2)C)C2OCC=1C=NC(=C(C12)O)C bis[1-(5-hydroxy-3-methyl-1-phenyl-1H-pyrazol-4-yl)-6-methyl-1,3-dihydrofuro[3,4-c]pyridin-7-ol] dihydrochloride monohydrate